C(C1=CC=CC=C1)(=O)O[C@H]1[C@@](O[C@@H]([C@H]1OC(C1=CC=CC=C1)=O)COC(C1=CC=CC=C1)=O)(N1C(N=C(C=C1)N1N=CN=C1)=O)C#N (2R,3R,4R,5R)-5-((Benzoyloxy)methyl)-2-cyano-2-(2-oxo-4-(1H-1,2,4-triazol-1-yl)pyrimidin-1(2H)-yl)tetrahydrofuran-3,4-diyl dibenzoate